ClC1=NC(=C(C(=N1)NC1C(C2CCC1CC2)C(=O)OC)F)C2=CC=C(C=C2)C#N (+/-)-trans-methyl 3-((2-chloro-6-(4-cyanophenyl)-5-fluoropyrimidin-4-yl)amino)bicyclo[2.2.2]octane-2-carboxylate